ClC1=CC(=C(C=NNC(C(C)NC2=CC(=CC=C2)F)=O)C=C1)O N'-(4-chloro-2-hydroxybenzylidene)-2-((3-fluorophenyl)amino)propionyl-hydrazine